NC1C(C(CCC1)N)C 1,3-diamino-2-methylcyclohexane